Ethyl (S)-3-((4-(N,N-diethylsulfamoyl)phenyl)sulfonyl)piperidine-1-carboxylate C(C)N(S(=O)(=O)C1=CC=C(C=C1)S(=O)(=O)[C@@H]1CN(CCC1)C(=O)OCC)CC